di(phenylseleno)propylene C1(=CC=CC=C1)[Se]C(=CC)[Se]C1=CC=CC=C1